2-(3-fluoropyridin-2-yl)-6-(3-methoxy-2-methylphenyl)phthalazin-1(2H)-one FC=1C(=NC=CC1)N1C(C2=CC=C(C=C2C=N1)C1=C(C(=CC=C1)OC)C)=O